BrC1=CC=C2C(CC=3C(=NOC3C2=C1)C(=O)OCC)C ethyl 8-bromo-5-methyl-4,5-dihydronaphtho[2,1-d]isoxazole-3-carboxylate